C1(CC1)N1C=C(C(C2=CC(=C(C=C12)N1C[C@H](CCC1)O)F)=O)CN(CC1=CC(=NC=C1)C)[C@@H]1CN(CCC1)C=1C=NC(=CC1)C 1-cyclopropyl-6-fluoro-7-[(3S)-3-hydroxypiperidin-1-yl]-3-({[(3S)-1-(6-methylpyridin-3-yl)piperidin-3-yl][(2-methylpyridin-4-yl)methyl]amino}methyl)-1,4-dihydroquinolin-4-one